[Hf+4].[O-2].[Al+3] Aluminum oxide hafnium